C(C)(C)(C)OC(CCC=O)=O 4-oxobutyric acid tert-butyl ester